C(C)P(C=1N=CN2C(=NC=C(C21)C2=CC=C(C=C2)C(F)(F)F)NCC2=C(C=CC1=C2CCO1)F)(CC)=O diethyl(5-(((5-fluoro-2,3-dihydrobenzofuran-4-yl)methyl)amino)-8-(4-(trifluoromethyl)phenyl)imidazo[1,5-c]pyrimidin-1-yl)phosphine oxide